4-[(6-chloro-3-pyridyl)methyl]-2-(7,8-difluoro-3-quinolyl)-6,6-dimethyl-4,6-dihydro-1,3-oxazine ClC1=CC=C(C=N1)CC1N=C(OC(C1)(C)C)C=1C=NC2=C(C(=CC=C2C1)F)F